(bromoethynyl)(triisopropyl)silane BrC#C[Si](C(C)C)(C(C)C)C(C)C